ClC1=C(C=C(C=C1)F)C1C(NCC(N1)=O)C(=O)NC1CC(CCC1)C(F)(F)F 3-(2-chloro-5-fluorophenyl)-5-oxo-N-[3-(trifluoromethyl)cyclohexyl]piperazine-2-carboxamide